C[Si](CCOCC(Cl)Cl)(C)C (2-(trimethylsilyl)ethoxy)methyl-Dichloromethane